1-(4-(benzyloxy)-5-fluoro-2-hydroxy-3-nitrophenyl)ethan-1-one C(C1=CC=CC=C1)OC1=C(C(=C(C=C1F)C(C)=O)O)[N+](=O)[O-]